N-((1-butyl-3-hydroxy-6-methyl-4-oxo-1,4-dihydropyridin-2-yl)methyl)-2-methoxybenzamide C(CCC)N1C(=C(C(C=C1C)=O)O)CNC(C1=C(C=CC=C1)OC)=O